NC=1C(=NC(=CN1)C1=CC(=C2CCN(CC2=C1)C)C)OCC1=CC(=NC=C1)NC(C)=O N-(4-(((3-amino-6-(2,5-dimethyl-1,2,3,4-tetrahydroisoquinolin-7-yl)pyrazin-2-yl)oxy)methyl)pyridin-2-yl)acetamide